ClC1=C(C(=O)N[C@H](C(=O)O)CC2=CC=C(C=C2)N2C(N(C3=C2C(=CC=C3)OC)C)=O)C(=CC=C1)F (S)-2-(2-chloro-6-fluorobenzamido)-3-(4-(7-methoxy-3-methyl-2-oxo-2,3-dihydro-1H-benzo[d]imidazol-1-yl)phenyl)propanoic acid